N,N-diheptyl-2-benzothiazolesulfenamide C(CCCCCC)N(SC=1SC2=C(N1)C=CC=C2)CCCCCCC